(2-(pyridin-3-yl)vinyl)phthalazine N1=CC(=CC=C1)C=CC1=NN=CC2=CC=CC=C12